1-METHYLNAPHTHALENE-6-CARBOXALDEHYDE CC1=CC=CC2=CC(=CC=C12)C=O